hexa-(4-methyl-2-pentoxy)-disiloxane CC(CC(C)O[Si](O[Si](OC(C)CC(C)C)(OC(C)CC(C)C)OC(C)CC(C)C)(OC(C)CC(C)C)OC(C)CC(C)C)C